N-(31-(9Z,12Z-octadecadienoyloxy)-hentriacontanoyl)-4R-hydroxy-eicosasphinganine C(C=CC=CCCCCCCCCCCCCC)(=O)OCCCCCCCCCCCCCCCCCCCCCCCCCCCCCCC(=O)N[C@H](CO)[C@H](O)C(CCCCCCCCCCCCCCCC)O